OC1=CC=C(CN2C(=C(C3=CC=C(C=C23)C)CNCC2=CC(=CC=C2)OC)C(=O)O)C=C1 1-(4-hydroxybenzyl)-3-(((3-methoxybenzyl)amino)methyl)-6-methyl-1H-indole-2-carboxylic acid